(R)-3-hydroxybutyrylcarnitine CC(CC(=O)O[C@H](CC(=O)[O-])C[N+](C)(C)C)O